FC(C1=CC(=C(N)C=C1)C#C[Si](C)(C)C)(F)F 4-(trifluoromethyl)-2-((trimethylsilyl)ethynyl)aniline